5-methoxy-1'-(4'-oxo-1,3-dihydro-4'H-spiro[indene-2,5'-[1,3]oxazol]-2'-yl)-3H-spiro[2-benzofuran-1,4'-piperidin]-3-one COC1=CC2=C(C=C1)C1(CCN(CC1)C=1OC3(C(N1)=O)CC1=CC=CC=C1C3)OC2=O